C(C=C)OCCC(C)C 1-allyloxy-3-methyl-butane